2'-chloro-5'-methoxy-6-methyl-N-(5-(pyrrolidine-1-carbonyl)-1,3,4-thiadiazol-2-yl)-(4,4'-bipyridine)-3-carboxamide ClC1=NC=C(C(=C1)C1=C(C=NC(=C1)C)C(=O)NC=1SC(=NN1)C(=O)N1CCCC1)OC